COC(=O)[C@@H]1OC(O[C@H]1C(=O)OC)(C)C (4R,5R)-2,2-dimethyl-1,3-dioxolane-4,5-dicarboxylic acid dimethyl ester